2-(3-bromo-4-chlorophenyl)-2-phenyloxirane BrC=1C=C(C=CC1Cl)C1(OC1)C1=CC=CC=C1